C(C1=CC=CC=C1)OC1=C(C(=CC(=C1)Br)F)N(CC(=O)OC)S(NC(=O)OC(C)(C)C)(=O)=O methyl 2-((2-(benzyloxy)-4-bromo-6-fluorophenyl)(N-(tert-butoxycarbonyl)sulfamoyl)amino)acetate